COC1=C(C(=CC(=C1)C(N[C@H](C)C1=CC=CC=C1)=O)OC)B(O)O (R)-(2,6-dimethoxy-4-((1-phenylethyl)carbamoyl)phenyl)boronic acid